OC=1C=C(C2=CC=CC=C2C1)C=1C=C2C=C(NC2=CC1)C1CN(C1)C(C=C)=O 1-(3-(5-(3-hydroxynaphthalen-1-yl)-1H-indol-2-yl)azetidin-1-yl)prop-2-en-1-one